C(#N)C1=C(C=C(C=C1)N1C(N([C@@H](C1)C#N)C1=CN=CC2=CC=CC=C12)=O)F (S)-1-(4-cyano-3-fluorophenyl)-3-(isoquinolin-4-yl)-2-oxoimidazolidine-4-carbonitrile